CC=1C(=C(C(=O)OC(C)C=2C(=NC(=CC2)F)Cl)C=C(C1OCCCCOC1=CC(=C(C=C1)C(=O)OC)N)F)N 1-(2-chloro-6-fluoropyridin-3-yl)ethan-1-ol methyl-2-amino-4-[4-(3-amino-4-methoxycarbonyl-phenoxy)butoxy]-5-fluoro-benzoate